aluminum (8-hydroxyquinoline) OC=1C=CC=C2C=CC=NC12.[Al]